ClC1=NC=CC2=C1OC(O2)(F)F 4-chloro-2,2-difluoro-[1,3]dioxolo[4,5-c]pyridine